COC(CN(CCC(C(=O)O)NC(CC(C)C)=O)CCCCC1=NC=2NCCCC2C=C1)C 4-[[2-methoxypropyl]-[4-(5,6,7,8-tetrahydro-1,8-naphthyridin-2-yl)butyl]amino]-2-(3-methylbutanoylamino)butanoic acid